C1(CC1)OC(CCCCCCCCC)=O Cyclopropyldecanoate